4,4'-isopropylidenebis(o-methylphenol) C(C)(C)(C1=CC(=C(C=C1)O)C)C1=CC(=C(C=C1)O)C